5,7-dibromo-4,6-dichloro-8-fluoro-2-(methylthio)quinazoline BrC1=C2C(=NC(=NC2=C(C(=C1Cl)Br)F)SC)Cl